1-Piperidinopropanol N1(CCCCC1)C(CC)O